N-(3-(dimethylamino)propyl)-2-(3-methoxyphenyl)-1-(3-(methylcarbamoyl)cyclobutyl)-1H-benzo[d]imidazole-6-carboxamide CN(CCCNC(=O)C=1C=CC2=C(N(C(=N2)C2=CC(=CC=C2)OC)C2CC(C2)C(NC)=O)C1)C